[B].[B].OC(C)(C)C(C)(C)O.OC(C)(C)C(C)(C)O dipinacol diboron